N1=CC(=CC=C1)C1=NC=CC(=N1)C(=O)N 2-(pyridin-3-yl)pyrimidine-4-formamide